C1(CC1)C1=CC=C(C=C1)N1N=C2C=3[C@@H](N(CCC13)C(=O)C=1C=3C=NNC3C(=CC1)C(F)(F)F)CN(CCO2)C(C=C)=O |r| (rac)-1-(2-(4-cyclopropylphenyl)-5-(7-(trifluoromethyl)-1H-indazole-4-carbonyl)-2,3,4,5,5a,6,8,9-octahydro-7H-10-oxa-1,2,5,7-tetraazacycloocta[cd]inden-7-yl)prop-2-en-1-one